CC1(COCC=C1B1OC(C(O1)(C)C)(C)C)C 2-(3,3-Dimethyl-3,6-dihydro-2H-pyran-4-yl)-4,4,5,5-tetramethyl-1,3,2-dioxaborolane